4-(6-(3,6-diazabicyclo[3.1.1]hept-3-yl)pyridin-3-yl)-6-(2-hydroxyethoxy)pyrazolo[1,5-a]pyridine-3-carbonitrile hydrochloride Cl.C12CN(CC(N1)C2)C2=CC=C(C=N2)C=2C=1N(C=C(C2)OCCO)N=CC1C#N